3,5-Di-tert-butylbenzenesulfonic acid C(C)(C)(C)C=1C=C(C=C(C1)C(C)(C)C)S(=O)(=O)O